OCCOCCOCC(=O)O 2-[2-(2-hydroxyethoxy)ethoxy]acetic acid